CC1=CC=C(C=C1)[C@@H](C)N (R)-(+)-1-(4-methylphenyl)ethylamine